benzimidazo[1,2-a]quinoline C1=CC=CC=2C=CC=3N(C12)C1=C(N3)C=CC=C1